CC=1C=C(C=C(C1OC=1C=C2CCNC(C2=CC1)=O)C)NC(=O)C1=NOC(N1)=O N-(3,5-dimethyl-4-((1-oxo-1,2,3,4-tetrahydroisoquinolin-6-yl)oxy)phenyl)-5-oxo-4,5-dihydro-1,2,4-oxadiazole-3-carboxamide